2-Chloro-3-[(propionylamino)methyl]-4-(trifluoromethoxy)benzoic acid ClC1=C(C(=O)O)C=CC(=C1CNC(CC)=O)OC(F)(F)F